C(CCC)C1CCC(CC1)C1=CC=C(C=C1)C1=CC(=C(N)C=C1F)F 4-[4-(4-butylcyclohexyl)phenyl]-2,5-difluoro-aniline